C(C)(C)(C)OC(=O)N1CC=2N=C(N=C(C2CC1)Cl)Cl 2,4-dichloro-5,8-dihydropyrido[3,4-d]pyrimidine-7(6H)-carboxylic acid tert-butyl ester